C12CN(CC(CC1)N2)C=2C=C1CC[C@@H](CC1=CC2F)NC(=O)C2=C(C=1C(=NC(=CC1)C)S2)N N-((2S)-6-(3,8-diazabicyclo[3.2.1]octan-3-yl)-7-fluoro-1,2,3,4-tetrahydronaphthalen-2-yl)-3-amino-6-methylthieno[2,3-b]pyridine-2-carboxamide